2,6-bis(cyclopropylmethoxy)-N-(3-fluoro-4-methoxybenzyl)-3-(4H-1,2,4-triazol-4-yl)benzamide trifluoroacetate salt FC(C(=O)O)(F)F.C1(CC1)COC1=C(C(=O)NCC2=CC(=C(C=C2)OC)F)C(=CC=C1N1C=NN=C1)OCC1CC1